C(C1=CC=CC=C1)C1C2C3CNC1(CC3CN2CC(C)C)C(=O)NCC2=CC=C(C=C2)O 7-benzyl-N-(4-hydroxybenzyl)-1-isobutyloctahydro-6H-3,6-methanopyrrolo[3,2-c]pyridine-6-carboxamide